[2-(aminomethyl)-3,3-difluoro-allyl]-4-[[4-[3-(1H-1,2,4-triazol-3-yl)phenyl]-2-thienyl]methyl]-1,2,4-triazol-3-one trifluoroacetate salt FC(C(=O)O)(F)F.NCC(CC=1N(C(NN1)=O)CC=1SC=C(C1)C1=CC(=CC=C1)C1=NNC=N1)=C(F)F